1,2-bis(4-vinyl-phenyl)ethane C(=C)C1=CC=C(C=C1)CCC1=CC=C(C=C1)C=C